2-trimethylsilylethyl-4,7-dibromo-5,6-dimethoxybenzotriazole C[Si](CCN1N=NC2=C1C(=C(C(=C2Br)OC)OC)Br)(C)C